CC(C)(C(CC(C(C)(C)C)=S)=O)C 2,2,6,6-tetramethyl-5-thioxo-3-heptanone